C1(CCCCC1)C1=NOC(=N1)C1CCN(CC1)C(CC1=NC(=NO1)C)=O 1-(4-(3-cyclohexyl-1,2,4-oxadiazol-5-yl)piperidin-1-yl)-2-(3-methyl-1,2,4-oxadiazol-5-yl)ethan-1-one